(S)-methyl-2-((S)-2-((tert-butoxycarbonyl)amino)-3-cyclopropylpropanamido)-3-((S)-2-oxopyrrolidin-3-yl)propanoate COC([C@H](C[C@H]1C(NCC1)=O)NC([C@H](CC1CC1)NC(=O)OC(C)(C)C)=O)=O